COC(=O)C=1C(N(C2=C(C(=CC=C2C1N)Br)F)C1=CC=C(C=C1)N)=O 4-Amino-1-(4-aminophenyl)-7-bromo-8-fluoro-2-oxo-1,2-dihydroquinoline-3-carboxylic acid methyl ester